5-{2-Amino-[1,2,4]triazolo[1,5-a]pyridin-7-yl}-N-{[3-(cyclopentyloxy)pyridin-2-yl]methyl}-6-methylpyridine-3-carboxamide NC1=NN2C(C=C(C=C2)C=2C=C(C=NC2C)C(=O)NCC2=NC=CC=C2OC2CCCC2)=N1